C(C)N(C(=O)C1=CC(=NC(=C1)C=1N=NN(C1)C=1C(=C(C(=O)O)C=CC1)C(F)(F)F)C=1N=NN(C1)C=1C(=C(C(=O)O)C=CC1)C(F)(F)F)CC 5'-((4-(diethylcarbamoyl)pyridin-2,6-diyl)bis(1H-1,2,3-triazol-4,1-diyl))bis(2-(trifluoromethyl)benzoic acid)